2-methoxynicotinic acid methyl ester COC(C1=C(N=CC=C1)OC)=O